S(C)(=O)(=O)OC(C)(C1=C(C=CC=C1)Cl)Cl 1-chloro-1-(2-chlorophenyl)ethanol mesylate